O=C1NC(CCC1N1C(C2=CC(=C(C=C2C1=O)N1CCN(CC1)CC1CCN(CC1)CCN1CCN(CC1)C(=O)OC(C)(C)C)F)=O)=O tert-butyl 4-{2-[4-({4-[2-(2,6-dioxopiperidin-3-yl)-6-fluoro-1,3-dioxo-2,3-dihydro-1H-isoindol-5-yl]piperazin-1-yl}methyl)piperidin-1-yl]ethyl}piperazine-1-carboxylate